1-cyclopropyl-N-[(3S)-5-methyl-4-oxo-2,3-dihydro-1,5-benzoxazepine-3-yl]Pyrazolo[3,4-d]Pyrimidine-6-carboxamide C1(CC1)N1N=CC=2C1=NC(=NC2)C(=O)N[C@H]2COC1=C(N(C2=O)C)C=CC=C1